[Br-].C(CCCCC)[P+](CCCCCCCCCCCCCC)(CCCCCC)CCCCCC tri(hexyl)-tetradecyl-phosphonium bromide